FC=1C=C(C(=C(C1)N(C1=NC=CC=N1)C)C)N 5-fluoro-N1,2-dimethyl-N1-(pyrimidin-2-yl)benzene-1,3-diamine